(4R,5R,6R)-(5,6-difluoro-4-hydroxy-3-(trifluoromethyl)-5,6-dihydrocyclopenta[b]pyrrole-1(4H)-yl)-2-fluorobenzonitrile F[C@@H]1[C@@H](C2=C(N(C=C2C(F)(F)F)C=2C(=C(C#N)C=CC2)F)[C@H]1F)O